BrC1=NC(=CC(=C1OCOC)C1=CC(=C(C=C1)N1C(N(C=C1)C)=O)Cl)C 1-(4-(2-bromo-3-(methoxymethoxy)-6-methylpyridin-4-yl)-2-chlorophenyl)-3-methyl-1H-imidazol-2(3H)-one